4-(2-hydroxy-prop-2-yl)benzoylAmine hydrochloride Cl.OC(C)(C)C1=CC=C(C(=O)N)C=C1